COC([C@@H]1O[C@H]([C@H]2O[C@@H]12)CO[SiH](C1=CC=CC=C1)C1=CC=CC=C1)OC ((1R,2S,4R,5R)-4-(dimethoxymethyl)-3,6-dioxabicyclo[3.1.0]hexan-2-ylmethoxy)diphenylsilane